6-oxohexyl 2-hexylhexanoate C(CCCCC)C(C(=O)OCCCCCC=O)CCCC